ClC1=C(N=C(C=2C(N3[C@@H](COC21)CN(CC3)C(=O)OC(C)(C)C)=O)N3C(CC(C3)=O)(C)C)C3=C(C=CC=C3)F tert-butyl (R)-4-chloro-1-(2,2-dimethyl-4-oxopyrrolidin-1-yl)-3-(2-fluorophenyl)-12-oxo-6a,7,9,10-tetrahydro-12H-pyrazino[2,1-c]pyrido[3,4-f][1,4]oxazepine-8(6H)-carboxylate